C12CC(C(CC2O1)C(=O)OCC(CCCC)CC)C(=O)OCC(CCCC)CC di(2-ethylhexyl) 7-oxabicyclo[4.1.0]heptane-3,4-dicarboxylate